NC1=C2N=C(N(C2=NC=N1)CCS(=O)(=O)N)SC1=CC2=C(OCO2)C=C1N(C)C 2-(6-amino-8-((6-(dimethylamino)benzo[d][1,3]dioxol-5-yl)thio)-9H-purin-9-yl)ethanesulfonamide